FC1=C(C=CC(=C1)F)C(C)N 1-(2,4-difluorophenyl)ethan-1-amine